[2-[[(2R)-2-[[(2R)-2-amino-3-phenyl-propionyl]amino]-6,6,6-trifluoro-hexanoyl]amino]hexanoyl]piperidine-4-carboxylic acid methyl ester COC(=O)C1CCN(CC1)C(C(CCCC)NC([C@@H](CCCC(F)(F)F)NC([C@@H](CC1=CC=CC=C1)N)=O)=O)=O